C(#N)C=1C=CC(=C(C1)C1=CC(=NC=C1C(=O)NC=1SC2=C(N1)CCC1(OCCO1)C2)C)OC 4-(5-cyano-2-methoxyphenyl)-N-(4,7-dihydro-5H-spiro[benzo[d]thiazole-6,2'-[1,3]dioxolan]-2-yl)-6-methylnicotinamide